tert-butyl 2-((6-(3-((2-(2,6-dioxopiperidin-3-yl)-1-oxoisoindolin-5-yl)methyl)ureido)-1H-indol-1-yl)methyl)acrylate O=C1NC(CCC1N1C(C2=CC=C(C=C2C1)CNC(NC1=CC=C2C=CN(C2=C1)CC(C(=O)OC(C)(C)C)=C)=O)=O)=O